3-Bromo-5-(difluoromethyl)-1H-pyrazole-4-carboxylic acid ethyl ester C(C)OC(=O)C=1C(=NNC1C(F)F)Br